C(C)(C)(C)PC1=C(C=CC=C1)C1=CC=CC=C1 2-(tert-butylphosphino)biphenyl